C1(CC1)C=1C=C(C=2N(C1)C=C(N2)C(C)OC=2C=C(N=NC2)NC(=O)[C@@H]2[C@H](C2)C2=NC=CC(=N2)C)N2C(OCC2)=O (1S,2S)-N-(5-(1-(6-cyclopropyl-8-(2-oxooxazolidin-3-yl)imidazo[1,2-a]pyridin-2-yl)ethoxy)pyridazin-3-yl)-2-(4-methylpyrimidin-2-yl)cyclopropane-1-carboxamide